N(N)=C(C(=O)OC)C(CC(=O)OC)=O dimethyl 2-hydrazono-3-oxopentanedioate